N[C@H](CC(=O)O)CCC=C (S)-3-AMINO-HEPT-6-ENOIC ACID